N-[(5-chloro-1,3-thiazol-2-yl)methyl]-2-[(3R)-3-methyl-[1,4'-bipiperidin]-1'-yl]-1,3-thiazole-5-carboxamide ClC1=CN=C(S1)CNC(=O)C1=CN=C(S1)N1CCC(CC1)N1C[C@@H](CCC1)C